ClCC1=CC=C2C=C(C(NC2=C1F)=O)C 7-(chloromethyl)-8-fluoro-3-methyl-1H-quinolin-2-one